C(C)O\C(\C)=N\NNC(=O)OCC ethyl (E)-3-(1-ethoxyethylidene)triazane-1-carboxylate